ClC1=NC=2C[C@@H](CCC2C(=N1)N1C[C@@H](N(CC1)C(=O)OCC1=CC=CC=C1)CC#N)N1C2=C(OC(C1)(C)C)C=CC(=C2)F benzyl (S)-4-((R)-2-chloro-7-(6-fluoro-2,2-dimethyl-2,3-dihydro-4H-benzo[b][1,4]oxazin-4-yl)-5,6,7,8-tetrahydroquinazolin-4-yl)-2-(cyanomethyl)piperazine-1-carboxylate